C(C)OC1=C(O[C@H]2CN(CCC2)C2=NC=CC(=N2)NC(CCC23CCC(CC2)CC3)=O)C=CC=C1 (R)-4-(3-((2-(3-(2-Ethoxyphenoxy)piperidin-1-yl)pyrimidin-4-yl)amino)-3-oxopropyl)bicyclo[2.2.2]octan